C(C)OC(C(CN1C(N2[C@@H](CN(CC2)C(=O)OC(C)(C)C)C1)=O)(C)C)=O tert-butyl (8aR)-2-(3-ethoxy-2,2-dimethyl-3-oxo-propyl)-3-oxo-5,6,8,8a-tetrahydro-1H-imidazo[1,5-a]pyrazine-7-carboxylate